[Cl-].CC1(C=CC=C1)[Sc+]C1(C=CC=C1)C Bis(methylcyclopentadienyl)scandium chlorid